(R)-2-(4-isopropylphenyl)-N-(1-(1-propyl-1H-pyrazolo[3,4-c]pyridin-5-yl)ethyl)acetamide hydrochloride Cl.C(C)(C)C1=CC=C(C=C1)CC(=O)N[C@H](C)C=1C=C2C(=CN1)N(N=C2)CCC